CC1=CC=CC2=C(C3=CC=CC=C3C(=C12)OCCC)OCCC 1-methyl-9,10-dipropyloxyanthracene